3,4-dipropoxythiophene C(CC)OC1=CSC=C1OCCC